ClC=1C=C(C=CC1Cl)C=1N=C(SC1CC(C)C)N1CC(N(CC1)C(NC)=O)C(=O)O 4-(4-(3,4-dichlorophenyl)-5-isobutylthiazol-2-yl)-1-(methylcarbamoyl)piperazine-2-carboxylic acid